O=C1OCCCC1N1[C@H]2CC(C[C@@H]1CC2)NC2=C1C=C(C=NC1=CC=N2)C(=O)[O-] 5-(((1R,3s,5S)-8-(2-oxotetrahydro-2H-pyran-3-yl)-8-azabicyclo[3.2.1]octan-3-yl)amino)-1,6-naphthyridine-3-carboxylate